Cl.Cl.CC1=C(C(=O)N[C@H](C)C2=CC(=CC=C2)C2=CC=C(C=C2)N2CCNCC2)C=C(C=C1)N1CCN(CC1)C 2-Methyl-5-(4-methylpiperazin-1-yl)-N-[(1R)-1-[3-(4-piperazin-1-ylphenyl)phenyl]ethyl]benzamide dihydrochloride salt